FC1([C@]2(CCO2)CCN(C1)C1=NC=CC(=N1)NC=1N=CC2=C(N=CC(=C2C1)C(C)C)N1CCC12CNC2)F (R)-N-(2-(5,5-difluoro-1-oxa-7-azaspiro[3.5]nonan-7-yl)pyrimidin-4-yl)-5-isopropyl-8-(1,6-diazaspiro[3.3]heptan-1-yl)-2,7-naphthyridin-3-amine